lithium potassium bis(trimethylsilyl)amide C[Si](C)(C)[N-][Si](C)(C)C.[K+].[Li+].C[Si](C)(C)[N-][Si](C)(C)C